Cl.BrC1=C(C=C(C(=C1)[N+](=O)[O-])OC)N1CCC(CC1)N1CCNCC1 1-(1-(2-Bromo-5-methoxy-4-nitrophenyl)piperidin-4-yl)piperazine hydrochloride